CN(C1CN(CC1)C(=O)C=1C=C2C(=NNC2=CC1)C#CC1=C(C=CC=C1)NC(C)=O)C N-(2-((5-(3-(dimethylamino)pyrrolidine-1-carbonyl)-1H-indazol-3-yl)ethynyl)phenyl)acetamide